O[C@@H](CC(=O)O)CCCCCCCCCCC |r| racemic-3-hydroxy-tetradecanoic acid